diisodecyl phthalate (Diisodecyl phthalate) C(CCCCCCC(C)C)C=1C(=C(C(C(=O)O)=CC1)C(=O)O)CCCCCCCC(C)C.C(C=1C(C(=O)OCCCCCCCC(C)C)=CC=CC1)(=O)OCCCCCCCC(C)C